8-[4-(Hexyloxy)-3-methyl-phenyl]-5-methoxy-4-[(1-naphthyl)methyl]-2-oxo-7-thia-1-azabicyclo[4.3.0]nona-3,5,8-triene-9-carboxylic acid imidazole salt N1C=NC=C1.C(CCCCC)OC1=C(C=C(C=C1)C=1SC2=C(C(=CC(N2C1C(=O)O)=O)CC1=CC=CC2=CC=CC=C12)OC)C